2-isopropylpyrimidine-5-carboxylic acid C(C)(C)C1=NC=C(C=N1)C(=O)O